CC(C)(C)C1=CC=C(C=C1)C(C#N)(C(=O)C2=CC=CC=C2C(F)(F)F)C(=O)OCCOC The molecule is a nitrile that is acetonitrile in which the methyl hydrogens have been replaced by o-trifluoromethylbenzoyl, p-tert-butylphenyl, and (2-methoxyethoxy)carbonyl groups. It is a nitrile, a beta-ketoester, a member of (trifluoromethyl)benzenes and a 2-methoxyethyl ester.